1-(2-chlorophenyl)-N-(5-cyano-6-(2H-1,2,3-triazol-2-yl)pyridin-3-yl)-5-(trifluoromethyl)-1H-pyrazole-4-carboxamide ClC1=C(C=CC=C1)N1N=CC(=C1C(F)(F)F)C(=O)NC=1C=NC(=C(C1)C#N)N1N=CC=N1